tert-Butyl(1-oxo-1-(3-(trifluoromethyl)phenyl)propan-2-yl)carbamate C(C)(C)(C)OC(NC(C(C1=CC(=CC=C1)C(F)(F)F)=O)C)=O